C(C)(C)(C)OC(=O)N1CCC2(CC1)CCC(CC2)CC2CCNCC2 9-(piperidin-4-ylmethyl)-3-azaspiro[5.5]undecane-3-carboxylic acid tert-butyl ester